O1C(=NC2=C1C=CC=C2)C2CCN(CC2)C2=C(C(N(C1=CC(=CC=C21)N2C(CCC2)=O)C)=O)C(=O)N 4-[4-(1,3-benzoxazol-2-yl)piperidin-1-yl]-1-methyl-2-oxo-7-(2-oxopyrrolidin-1-yl)-1,2-dihydroquinoline-3-carboxamide